C(C)(C)C1=C(NC2=CC=C(C=C12)C1CCNCC1)C1=NC=2N(C=C1)N=CC2 5-(3-isopropyl-5-(piperidin-4-yl)-1H-indol-2-yl)pyrazolo[1,5-a]pyrimidine